N(=[N+]=[N-])C(C)(C)C1=CN=C(C2=CN=C(C=C12)Cl)OC(C)C(CS(=O)(=O)CC)C 4-(2-Azidopropan-2-yl)-6-chloro-1-((4-(ethylsulfonyl)-3-methylbutan-2-yl)oxy)-2,7-naphthyridine